tert-butyl (R)-(1-(4-(7-((2-(trimethylsilyl)ethoxy)methyl)-7H-pyrrolo[2,3-d]pyrimidin-4-yl)-3,4-dihydro-2H-1,4-thiazine-6-carbonyl)piperidin-3-yl)carbamate C[Si](CCOCN1C=CC2=C1N=CN=C2N2CCSC(=C2)C(=O)N2C[C@@H](CCC2)NC(OC(C)(C)C)=O)(C)C